2-phenyl-2H-1,2,3-triazol C1(=CC=CC=C1)N1N=CC=N1